3-(4-fluoro-1-oxo-5-(piperidin-4-yl)isoindolin-2-yl)piperidine-2,6-dione hydrochloride Cl.FC1=C2CN(C(C2=CC=C1C1CCNCC1)=O)C1C(NC(CC1)=O)=O